3,12-dihydroxydodecenoic acid OC(=CC(=O)O)CCCCCCCCCO